(R)-1-phenylethyl (4-(6-fluoro-5-(methyl-sulfonamido)pyridin-2-yl)-1-methyl-1H-1,2,3-triazol-5-yl)carbamate FC1=C(C=CC(=N1)C=1N=NN(C1NC(O[C@H](C)C1=CC=CC=C1)=O)C)NS(=O)(=O)C